OC1=C(C=CC=C1)C1CC(COC1)C1=C(C=CC=C1)O 2-(tetrahydro-5-(2-hydroxyphenyl)-2H-pyran-3-yl)phenol